CC1=C(C=CC2=CC=C(C(=C12)C)S)S 1,8-dimethyl-2,7-naphthalenedithiol